Ethyl 3-[tert-butoxycarbonyl-[(E)-3-(4,4,5,5-tetramethyl-1,3,2-dioxaborolan-2-yl)allyl]amino]propanoate C(C)(C)(C)OC(=O)N(CCC(=O)OCC)C\C=C\B1OC(C(O1)(C)C)(C)C